C1(=CC=CC=C1)CC(=O)N1CCC2=CC(=CC=C12)B1OC(C(O1)(C)C)(C)C 2-phenyl-1-(5-(4,4,5,5-tetramethyl-1,3,2-dioxaborolan-2-yl)indolin-1-yl)ethanone